4-bromo-2,3,6,7-tetrahydrooxepine BrC=1CCOCCC1